2-(4-{[(3R)-1-methylpyrrolidin-3-yl]amino}-5,6,7,8-tetrahydrophthalazin-1-yl)-5-(trifluoromethyl)phenol CN1C[C@@H](CC1)NC1=NN=C(C=2CCCCC12)C1=C(C=C(C=C1)C(F)(F)F)O